FC1=CC(=C(C=C1)S(=O)(=O)C=1N=NN2C1NC(C1=CC=C(C=C21)OC)=O)C 3-(4-fluoro-2-methyl-phenyl)sulfonyl-8-methoxy-4H-triazolo[1,5-a]quinazolin-5-one